1-Ethyl-3-(1-phenylpiperidin-2-yl)-1H-pyrrole-2,5-dione C(C)N1C(C(=CC1=O)C1N(CCCC1)C1=CC=CC=C1)=O